N(C(=N)NC(=N)N)CCCCCNC(=N)NC(=N)N pentamethylenebis-biguanide